methyl-1-[[(7S)-1-[5-[(1S)-1-(2,2-difluoro-1,3-benzodioxol-5-yl)ethoxy]-3-pyridyl]-3-(trifluoromethyl)-4,5,6,7-tetrahydroindazol-7-yl]methyl]piperidine CC1N(CCCC1)C[C@@H]1CCCC=2C(=NN(C12)C=1C=NC=C(C1)O[C@@H](C)C1=CC2=C(OC(O2)(F)F)C=C1)C(F)(F)F